4-(3-benzyloxy-7-bromo-quinolin-2-yl)-3,3-bis-tert-butoxycarbonyl-4-oxo-butyric acid ethyl ester C(C)OC(CC(C(=O)C1=NC2=CC(=CC=C2C=C1OCC1=CC=CC=C1)Br)(C(=O)OC(C)(C)C)C(=O)OC(C)(C)C)=O